methyl 6-[3-[(1-tert-butoxycarbonyl-4-piperidyl)oxy]phenoxy]pyridine-3-carboxylate C(C)(C)(C)OC(=O)N1CCC(CC1)OC=1C=C(OC2=CC=C(C=N2)C(=O)OC)C=CC1